CC1=C(C(=CC=C1)C)C=1C=C2CCN([C@@H](C2=CC1)CNC1=C(C(=O)O)C=CN=C1)C (S)-3-(((6-(2,6-dimethylphenyl)-2-methyl-1,2,3,4-tetrahydroisoquinolin-1-yl)methyl)amino)isonicotinic acid